C(OC1=CC=C(C=C1)C1(CCOCC1)C)([2H])([2H])[2H] 4-(4-(methoxy-d3)phenyl)-4-methyltetrahydro-2H-pyran